FC1=CC=C(C=C1)[C@@H]1N(CCC2=CC=CC=C12)C(NCC(O)C1CN(CCC1)C(=O)OC(C)(C)C)=S tert-butyl 3-(2-((S)-1-(4-fluorophenyl)-1,2,3,4-tetrahydroisoquinoline-2-carbothioamido)-1-hydroxyethyl)piperidine-1-carboxylate